dimethyl-4-hydroxybutyl-2,3-dioleoyloxypropyl-ammonium bromide [Br-].C[N+](CC(COC(CCCCCCC\C=C/CCCCCCCC)=O)OC(CCCCCCC\C=C/CCCCCCCC)=O)(CCCCO)C